6-(2-(2-methyl-6-(trifluoromethyl)pyrimidin-4-yl)-2,8-diazaspiro[4.5]decan-8-yl)-1-(tetrahydro-2H-pyran-2-yl)-1,5-dihydro-4H-pyrazolo[3,4-d]pyrimidin-4-one CC1=NC(=CC(=N1)N1CC2(CC1)CCN(CC2)C=2NC(C1=C(N2)N(N=C1)C1OCCCC1)=O)C(F)(F)F